CC1=CC=C2C(=N1)N=C(O2)N2CCN(CC2)C(=O)C2=NC(=C(C=C2)OCC2(CC2)C(F)(F)F)C [4-(5-methyloxazolo[4,5-b]pyridin-2-yl)piperazin-1-yl]-[6-methyl-5-[[1-(trifluoromethyl)cyclopropyl]methoxy]-2-pyridyl]methanone